O=C1N(CC2=C(C=CC=C12)SCCN1CCCCC1)C1C(NC(CC1)=O)=O 3-(1-oxo-4-((2-(piperidin-1-yl)ethyl)thio)isoindolin-2-yl)piperidine-2,6-dione